NC[C@@]1([C@@H]2CCN(C[C@H]12)C1=CN=C(C(=N1)N)SC1=C(C(=NC=C1)C1CC1)Cl)C1=C(C=CC(=C1)F)F 6-((1S,6R,7R)-7-(aminomethyl)-7-(2,5-difluorophenyl)-3-azabicyclo[4.1.0]heptan-3-yl)-3-((3-chloro-2-cyclopropylpyridin-4-yl)thio)pyrazin-2-amine